FC1=C(C(=CC(=C1)N1CCC2(CNC2)CC1)F)C1C(NC(CC1)=O)=O 3-(2,6-difluoro-4-(2,7-diazaspiro[3.5]non-7-yl)phenyl)piperidine-2,6-dione